CC(C(C1=C(C(=C(O)C(=C1C)C)CC=C)CC=C)(C)C1=CC=C(C=C1)O)C tetramethyldiallyl-bisphenol a